C(C1=CC=CC=C1)C=1N=C2N(C=CC(=C2)C(=O)N)C1 2-benzylimidazo[1,2-a]pyridine-7-carboxamide